BrC1=C(SC=2C1=NC(=CC2NCC=2SC=CC2)Cl)[C@H]2[C@@H](CCCC2)NC 3-bromo-5-chloro-2-((1R,2R)-2-(methylamino)cyclohexyl)-N-(thiophen-2-ylmethyl)thieno[3,2-b]pyridin-7-amine